2-(1-{6-[(3S,4S)-4-amino-3-methyl-2-oxa-8-azaspiro[4.5]decan-8-yl]-1H-pyrazolo[3,4-b]pyrazin-3-yl}-1,2,3,4-tetrahydroquinolin-5-yl)-N-methylacetamide hydrochloride Cl.N[C@@H]1[C@@H](OCC12CCN(CC2)C2=CN=C1C(=N2)NN=C1N1CCCC2=C(C=CC=C12)CC(=O)NC)C